montanic acid trilauryl-montanate C(CCCCCCCCCCC)C(CCCCCCCCCCCCCCCCCCCCCCCCCCC(=O)O)(CCCCCCCCCCCC)CCCCCCCCCCCC.C(CCCCCCCCCCCCCCCCCCCCCCCCCCC)(=O)O